7-[4-(4-Chloro-2-phenoxyphenyl)-5-(2,2-difluoropropyl)-6-oxo-1,4,5,6-tetrahydropyrrolo[3,4-c]pyrazol-3-yl]-1,3-benzoxazol-2(3H)-one ClC1=CC(=C(C=C1)C1N(C(C=2NN=C(C21)C2=CC=CC=1NC(OC12)=O)=O)CC(C)(F)F)OC1=CC=CC=C1